FC(S(=O)(=O)O)(F)F.[Li] lithium trifluoromethanesulfonic acid